6-(Azetidin-1-yl)-N-(4-bromo-2-methoxybenzene-1-sulfonyl)-4-fluoro-1-benzofuran-2-carboxamide N1(CCC1)C1=CC2=C(C=C(O2)C(=O)NS(=O)(=O)C2=C(C=C(C=C2)Br)OC)C(=C1)F